1-(((benzyloxy)carbonyl)amino)-3-azabicyclo[5.1.0]oct-5-ene-3-carboxylate C(C1=CC=CC=C1)OC(=O)NC12CN(CC=CC2C1)C(=O)[O-]